2,2'-dilithio-4-methyl-1,1'-biphenyl [Li]C1=C(C=CC(=C1)C)C1=C(C=CC=C1)[Li]